(4-(2-(3-(4-(2-((R)-2,4-dimethyl-3-oxopiperazin-1-yl)ethoxy)phenyl)ureido)acetamido)phenyl)((2S,4R)-2-methyl-1-propionyl-1,2,3,4-tetrahydroquinolin-4-yl)carbamate C[C@H]1N(CCN(C1=O)C)CCOC1=CC=C(C=C1)NC(NCC(=O)NC1=CC=C(C=C1)OC(N[C@@H]1C[C@@H](N(C2=CC=CC=C12)C(CC)=O)C)=O)=O